(R)-4-((2-chloro-5-((4-morpholinophenyl)ethynyl)pyridin-4-yl)amino)butan-2-ol ClC1=NC=C(C(=C1)NCC[C@@H](C)O)C#CC1=CC=C(C=C1)N1CCOCC1